sodium 4-benzyloxynaphthalene-1-sulfonate C(C1=CC=CC=C1)OC1=CC=C(C2=CC=CC=C12)S(=O)(=O)[O-].[Na+]